CN(CCN1C=NC(=C1)C(=O)OC)C methyl 1-[2-(dimethylamino)-ethyl]imidazole-4-carboxylate